ClC1=C2C(=CNC2=C(C=C1)NS(=O)(=O)C=1C=NN(C1)C(CO)(C)C)C#N N-(4-chloro-3-cyano-1H-indol-7-yl)-1-(2-hydroxy-1,1-dimethyl-ethyl)pyrazole-4-sulfonamide